2,6-dimethoxy-4-[7-[1-methyl-3-(trifluoromethyl)pyrazol-4-yl]imidazo[1,2-a]pyridin-3-yl]-N-(2,2,2-trifluoroethyl)benzamide COC1=C(C(=O)NCC(F)(F)F)C(=CC(=C1)C1=CN=C2N1C=CC(=C2)C=2C(=NN(C2)C)C(F)(F)F)OC